tert-butyl 4-[4-(4-nitroanilino)-1,7-naphthyridin-6-yl]piperazine-1-carboxylate [N+](=O)([O-])C1=CC=C(NC2=CC=NC3=CN=C(C=C23)N2CCN(CC2)C(=O)OC(C)(C)C)C=C1